(R)-(R)-N-((S)-3-(3,4-dihydroisoquinolin-2(1H)-yl-1,1,4,4-d4)-2-hydroxypropyl)-3-(3,5-dimethyl-6-oxopyridazin-1(6H)-yl)piperidine-1-carboxamide C1(N(CC(C2=CC=CC=C12)([2H])[2H])C[C@H](CNC(=O)N1C[C@@H](CCC1)N1N=C(C=C(C1=O)C)C)O)([2H])[2H]